rac-4-(tert-butoxycarbonyl)-2-methylmorpholine-2-carboxylic acid C(C)(C)(C)OC(=O)N1C[C@@](OCC1)(C(=O)O)C |r|